C(C)(C)N1C=NC2=C1CNC2=O 1-isopropyl-5,6-dihydro-1H-pyrrolo[3,4-d]imidazol-4-one